1-(2-(4'-fluoro-2'-(4-methyl-4H-1,2,4-triazol-3-yl)-[1,1'-biphenyl]-3-yl)-7-(trifluoromethyl)benzo[d]oxazol-5-yl)-N-((1-fluorocyclobutyl)methyl)methylamine FC1=CC(=C(C=C1)C1=CC(=CC=C1)C=1OC2=C(N1)C=C(C=C2C(F)(F)F)CNCC2(CCC2)F)C2=NN=CN2C